O-ethyltyrosine C(C)OC1=CC=C(C[C@H](N)C(=O)O)C=C1